COC1=CC=C(C=C1)S(=O)(=O)N(C(C(=C)C)=O)C1=CC=CC=C1 N-p-methoxyphenylsulphonyl-N-phenylmethacrylamide